methyl (2S,4S)-4-[[(5S)-3-(3,5-difluorophenyl)-5-vinyl-4H-isoxazole-5-carbonyl]-amino]tetrahydrofuran-2-carboxylate FC=1C=C(C=C(C1)F)C1=NO[C@](C1)(C(=O)N[C@H]1C[C@H](OC1)C(=O)OC)C=C